C(C)OC1=CC=C(C=N1)[C@H](C(F)F)NC(=O)C1C2OC3=C(C21)C=C(C=C3)F exo-N-[(1R)-1-(6-ethoxypyridin-3-yl)-2,2-difluoroethyl]-5-fluoro-1a,6b-dihydro-1H-cyclopropa[b][1]benzofuran-1-carboxamide